BrC=1C=C(C(=NC1)F)C(F)F 5-bromo-3-difluoromethyl-2-fluoropyridine